FC(OC=1C=C2N(C3=CC=C(C=C3N=C2C2=CC=C(C=C2)C(F)(F)F)C(=O)OC)C1)F methyl 2-(difluoromethoxy)-4-(4-(trifluoromethyl)phenyl)pyrrolo[1,2-a]quinoxaline-7-carboxylate